[4-[[4-[4-[(2,6-dioxo-3-piperidyl)amino] phenyl]piperazin-1-yl]methyl]phenyl] carbamate C(N)(OC1=CC=C(C=C1)CN1CCN(CC1)C1=CC=C(C=C1)NC1C(NC(CC1)=O)=O)=O